Cl.N1CC(CCC1)N piperidin-3-amine hydrochloride salt